bis[4-(trifluoromethyl)phenyl]phosphine FC(C1=CC=C(C=C1)PC1=CC=C(C=C1)C(F)(F)F)(F)F